FC1CCC=CS(=O)(=O)O1 5-fluoro-1-pentene-1,5-sultone